(S)-2-((tert-Butoxycarbonyl)amino)-3-(4-((4-(cyclopropylamino)-5-(trifluoromethyl)pyrimidin-2-yl)amino)-3-ethynylphenyl)propanoic acid C(C)(C)(C)OC(=O)N[C@H](C(=O)O)CC1=CC(=C(C=C1)NC1=NC=C(C(=N1)NC1CC1)C(F)(F)F)C#C